BrCCCCCCOCCOCC1=C(C=CC=C1Cl)Cl ((2-((6-bromohexyl)oxy)ethoxy)methyl)-1,3-dichlorobenzene